2-[5-amino-3-(4-chlorophenyl)-1H-pyrazol-1-yl]thiazole-4-carboxylic acid ethyl ester C(C)OC(=O)C=1N=C(SC1)N1N=C(C=C1N)C1=CC=C(C=C1)Cl